C1NCCC2=CC=C(C=C12)OC1=C2C(=NC=C1)NC=C2C2=CC(=NC=N2)NC(C2=CC=CC=C2)=O N-(6-(4-((1,2,3,4-Tetrahydroisochinolin-7-yl)oxy)-1H-pyrrolo[2,3-b]pyridin-3-yl)pyrimidin-4-yl)benzamid